COC=1C=C(CN2N=CC3=C(C2=O)N(C2=C3SC(=N2)SC2=CC=CC=C2)C)C=CC1 6-(3-methoxybenzyl)-4-methyl-2-(phenylthio)-4,6-dihydro-5H-thiazolo[5',4':4,5]pyrrolo[2,3-d]pyridazin-5-one